COC(CN1CCN(CC1)CCCC)COC 1-(2,3-dimethoxypropyl)-4-butylpiperazine